4-((4-(3-ethyl-2-(1H-pyrazolo[3,4-b]pyridin-4-yl)-1H-indol-5-yl)piperidin-1-yl)methyl)-2-methyl-oxazole C(C)C1=C(NC2=CC=C(C=C12)C1CCN(CC1)CC=1N=C(OC1)C)C1=C2C(=NC=C1)NN=C2